2-ethyl-3-hydroxy-pyran-4-one C(C)C=1OC=CC(C1O)=O